FC(COC=1C=CC2=C(N=C(O2)C2=C3C=C(N=CC3=C(N=C2)NC)NC(=O)C2CC2)C1)F N-(5-(5-(2,2-difluoroethoxy)benzo[d]oxazol-2-yl)-8-(methylamino)-2,7-naphthyridin-3-yl)cyclopropanecarboxamide